3-((benzyloxy)methyl)-1-(5-bromopyridin-3-yl)cyclobutane-1-carbohydrazide C(C1=CC=CC=C1)OCC1CC(C1)(C(=O)NN)C=1C=NC=C(C1)Br